C(=O)(O)CN1CCN2CCCN(CCN(CCC1)CC2)CC(=O)O 4,11-bis-(carboxymethyl)-1,4,8,11-tetraazabicyclo[6.6.2]-hexadecane